3-cyclopropyl-N-((S)-2,2-dicyclopropyl-1-(5-(((S)-2-oxo-4-(trifluoromethyl)-imidazolidin-1-yl)methyl)-benzo[d]oxazol-2-yl)ethyl)isoxazole-4-carboxamide C1(CC1)C1=NOC=C1C(=O)N[C@@H](C(C1CC1)C1CC1)C=1OC2=C(N1)C=C(C=C2)CN2C(N[C@@H](C2)C(F)(F)F)=O